C(#N)C1=CC=C(C=C1)C=1N=C2C(=NC1)N=C(S2)NC(=O)C2=CN=CN2C2=C(C=CC=C2)OC N-(6-(4-cyanophenyl)thiazolo[4,5-b]pyrazin-2-yl)-1-(2-methoxyphenyl)-1H-imidazole-5-Formamide